CC1=C(NC(=C1C)C=O)C=O 3,4-DIMETHYL-2,5-PYRROLEDICARBOXALDEHYDE